[5-bromo-3-((S)-2-methoxy-1-methyl-ethyl)-2,4-dioxo-3,4-dihydro-2H-pyrimidin-1-yl]-acetate BrC=1C(N(C(N(C1)CC(=O)[O-])=O)[C@H](COC)C)=O